CN1C[C@H](C[C@H](C1)NC=1N(C(C2=C(N1)C=CN2)=O)C)C2=CC=C(C(=O)O)C=C2 4-((3R,5R)-1-methyl-5-((3-methyl-4-oxo-4,5-dihydro-3H-pyrrolo[3,2-d]pyrimidin-2-yl)amino)piperidin-3-yl)benzoic acid